9-ethyl-2,3,4,5,6,7,8,9-octahydro-1H-carbazole C(C)N1C=2CCCCC2C=2CCCCC12